ClC=1C=C(C=C2C(C(=CN(C12)C1CC1)C(=O)O)=O)F 8-chloro-1-cyclopropyl-6-fluoro-4-oxo-1,4-dihydroquinoline-3-carboxylic acid